ClC1=C(C=2N=C(N=C(C2C=N1)N([C@H]1[C@H](N(CC1)C(=O)OC(C)(C)C)C)C)OC[C@@H]1N(C\C(\C1)=C/F)C)F tert-butyl (2R,3R)-3-((7-chloro-8-fluoro-2-(((R,Z)-4-(fluoromethylene)-1-methylpyrrolidin-2-yl)methoxy)pyrido[4,3-d]pyrimidin-4-yl)(methyl)amino)-2-methylpyrrolidine-1-carboxylate